C(C1=CC=CC=C1)OC(=O)N[C@H]1[C@H](C[C@H](C1)O)C(=O)OC |r| rac-methyl (1S,2R,4R)-2-(((benzyloxy)carbonyl)amino)-4-hydroxy-cyclopentanecarboxylate